7-(trifluoromethyl)pyrido[2,3-d]Pyrimidin-4-amine FC(C=1C=CC2=C(N=CN=C2N)N1)(F)F